5-(1-(2,6-dioxopiperidin-3-yl)-3-methyl-2-oxo-2,3-dihydro-1H-benzo[d]imidazol-5-yl)pentane-1-sulfonamide O=C1NC(CCC1N1C(N(C2=C1C=CC(=C2)CCCCCS(=O)(=O)N)C)=O)=O